2-(2-((1r,4r)-4-methoxy-cyclohexyl)-2H-pyrazolo[3,4-b]pyridin-6-yl)-3-methyl-5-(trifluorometh-yl)phenol COC1CCC(CC1)N1N=C2N=C(C=CC2=C1)C1=C(C=C(C=C1C)C(F)(F)F)O